3-(4-((5-(trifluoromethyl)pyridin-2-yl)oxy)phenyl)-1,2,4-oxadiazol FC(C=1C=CC(=NC1)OC1=CC=C(C=C1)C1=NOC=N1)(F)F